3-(N,N-diglycidyl)aminopropyl-trimethoxysilane manganese 2,2'-dithiobisethanesulfonate C(CSSCCS(=O)(=O)[O-])S(=O)(=O)[O-].[Mn+2].C(C1CO1)N(CC1CO1)CCC[Si](OC)(OC)OC